((2-(2-Methyl-[1,1'-biphenyl]-3-yl)thiazol-5-yl)methyl)-L-proline CC1=C(C=CC=C1C=1SC(=CN1)CN1[C@@H](CCC1)C(=O)O)C1=CC=CC=C1